N1NOC2C1=CC=CNN2 Tetrahydrooxadiazolodiazepine